OC1C(NCC1O)CC1=CC=C(C=C1)OC 3,4-Dihydroxy-2-(4-methoxybenzyl)-pyrrolidine